N1C=C(C2=CC=CC=C12)CC(C(=O)O)=O 3-(3-indolyl)-2-oxopropanoic acid